O1COC2=C1C=CC(=C2)C2=NNC(=C2)C2=CC(=CC=C2)N(C)C 3-(1,3-Benzodioxol-5-yl)-5-[3-(dimethylamino)phenyl]-1H-pyrazole